[CH3-].[CH3-].[CH3-].[Al+3] aluminum trimethanide